ClC=1C(=CC(=C(C=O)C1)B1OC(C(O1)(C)C)(C)C)C(F)(F)F 5-chloro-2-(4,4,5,5-tetramethyl-1,3,2-dioxaborolan-2-yl)-4-(trifluoromethyl)benzaldehyde